FC1=C(C(=CC=C1)S(=O)(=O)C1=CC=CC=C1)C1OCCO1 2-(2-fluoro-6-(phenylsulfonyl)phenyl)-1,3-dioxolane